tert-Butyl 3-[[6-chloro-4-(trifluoromethyl)-2-pyridyl]oxymethyl]azetidine-1-carboxylate ClC1=CC(=CC(=N1)OCC1CN(C1)C(=O)OC(C)(C)C)C(F)(F)F